(4R)-N-((S)-1-((4-carbamimidoylbenzyl)amino)-1-oxopropan-2-yl)-4-(3-(hydroxymethyl)phenyl)pyrrolidine-2-carboxamide bis-trifluoroacetate FC(C(=O)O)(F)F.FC(C(=O)O)(F)F.C(N)(=N)C1=CC=C(CNC([C@H](C)NC(=O)C2NC[C@H](C2)C2=CC(=CC=C2)CO)=O)C=C1